2-(5-fluoro-2-(3-(1-isobutyl-1H-indazole-3-carboxamido)-4-(piperidin-1-yl)benzamido)phenyl)acetic acid FC=1C=CC(=C(C1)CC(=O)O)NC(C1=CC(=C(C=C1)N1CCCCC1)NC(=O)C1=NN(C2=CC=CC=C12)CC(C)C)=O